1-cyano-3-fluoro-N-(1-(3-(trifluoromethoxy)phenyl)-1H-imidazol-4-yl)piperidine-3-carboxamide C(#N)N1CC(CCC1)(C(=O)NC=1N=CN(C1)C1=CC(=CC=C1)OC(F)(F)F)F